8-bromo-N-{[5-(3-fluoro-4-methylphenyl)-4H-1,2,4-triazol-3-yl]methyl}-2-(morpholin-4-yl)pyrazolo[1,5-a][1,3,5]triazin-4-amine BrC=1C=NN2C1N=C(N=C2NCC2=NN=C(N2)C2=CC(=C(C=C2)C)F)N2CCOCC2